(2R,3S,4S)-4-hydroxy-2-{[4-(1,3-thiazol-5-yl)phenyl]methyl}pyrrolidin-3-yl N-{2-[(2S)-pyrrolidin-2-yl]ethyl}carbamate N1[C@@H](CCC1)CCNC(O[C@H]1[C@H](NC[C@@H]1O)CC1=CC=C(C=C1)C1=CN=CS1)=O